NC=1C=C(C(=O)NC2=C(C=CC(=C2)C#N)F)C=CC1N1CCCCC1 3-amino-N-(5-cyano-2-fluorophenyl)-4-(piperidin-1-yl)benzamide